1,3-bis[(di-tert-butylphosphino)oxy]benzene C(C)(C)(C)P(OC1=CC(=CC=C1)OP(C(C)(C)C)C(C)(C)C)C(C)(C)C